6-Tert-butyl-2-(4,4-difluorocyclohexyl)-5-methyl-pyridine-3-carbonitrile C(C)(C)(C)C1=C(C=C(C(=N1)C1CCC(CC1)(F)F)C#N)C